O1S(NCCC1)(=O)=O 1,2,3-oxathiazinane-2,2-dioxide